C(C)(C)(C)OC(=O)N1CCN(CC1)CC1=CC(=C(C(=O)O)C=C1)C(F)(F)F 4-((4-(tert-butoxycarbonyl)piperazin-1-yl)methyl)-2-(trifluoromethyl)benzoic acid